2,3,5,6-tetrafluoro-4-(hydroxymethyl)phenol FC1=C(C(=C(C(=C1F)CO)F)F)O